3-(anthracen-9-yl)isothiazol-5-amine C1=CC=CC2=CC3=CC=CC=C3C(=C12)C1=NSC(=C1)N